ClC=1C=C2C(C(=CN(C2=CC1N1[C@H](CC(C1)OC)COC1=NC=CC=C1Cl)C=1C=NC(=CC1)N1CC(C1)N(C)C)C(=O)O)=O 6-Chloro-7-[(2R)-2-[[(3-chloropyridin-2-yl)oxy]methyl]-4-methoxy-pyrrolidin-1-yl]-1-[6-[3-(dimethyl-amino)azetidin-1-yl]pyridin-3-yl]-4-oxoquinoline-3-carboxylic acid